5-methyl-2-oxo-1,2-dihydropyrido-pyrimidine-6-carbonitrile CN1C(=CC=C2C1=CNC(N2)=O)C#N